2,2',6,6'-tetramethoxy-4,4'-bipyridine COC1=NC(=CC(=C1)C1=CC(=NC(=C1)OC)OC)OC